2-((4-(3-(4-chloro-2-fluorophenyl)-3-methyl-2,3-dihydrobenzo[b][1,4]dioxin-5-yl)-3,6-dihydropyridin-1(2H)-yl)methyl)-1-(((S)-oxetan-2-yl)methyl)-1H-benzo[d]imidazole-6-carboxylic acid ClC1=CC(=C(C=C1)C1(OC2=C(OC1)C=CC=C2C=2CCN(CC2)CC2=NC1=C(N2C[C@H]2OCC2)C=C(C=C1)C(=O)O)C)F